tert-butyl 4-amino-2-azabicyclo[2.2.1]heptane-2-carboxylate NC12CN(C(CC1)C2)C(=O)OC(C)(C)C